[Br-].C(C)(=O)NC[C@H]1CN(C(O1)=O)C1=CC(=C(C=C1)C1=CC=[N+](C=C1)CC1=CC=C(C=C1)OC)F (S)-4-{4-[5-(acetamidomethyl)-2-oxooxazolidin-3-yl]-2-fluorophenyl}-1-(4-methoxybenzyl)pyridine-1-ium bromide